COC=1C=C(/C=C/C(=O)O)C=C(C1OC)OC E-3,4,5-trimethoxycinnamic acid